4-(chloromethyl)pyridine hydrochloride Cl.ClCC1=CC=NC=C1